2-fluoro-5-[(4-methoxyphenyl)methyl-sulfamoyl]Benzoic acid FC1=C(C(=O)O)C=C(C=C1)S(NCC1=CC=C(C=C1)OC)(=O)=O